COCCNC(C1=CC=C(C=C1)C1=NC=CC2=C1C=CN2)=O N-(2-methoxyethyl)-4-(1H-pyrrolo[3,2-c]pyridin-4-yl)benzamide